C(C)(C)(C)[S@](=O)N[C@@H](C(C)C)C1=CC=2N(N=C1)C=C(N2)[C@@H](NC(=O)C2=CC=NN2C(C)C)C2CCC(CC2)(F)F |o1:7| N-((S)-(7-((S*)-1-(((S)-tert-Butylsulfinyl)amino)-2-methylpropyl)imidazo[1,2-b]pyridazin-2-yl)(4,4-difluorocyclohexyl)methyl)-1-isopropyl-1H-pyrazole-5-carboxamide